C(C=C)OC1=CC=C(C=C1)/C=C/C(=O)OC[C@H]1O[C@H]([C@@H]([C@H]([C@@H]1O)O)O)O[C@H]1COC(C1)=O ((2R,3S,4S,5R,6R)-3,4,5-trihydroxy-6-(((R)-5-oxotetrahydrofuran-3-yl)oxy)tetrahydro-2H-pyran-2-yl)methyl (E)-3-(4-(allyloxy)phenyl)acrylate